C(CCCCCCCC)OC=1C(=CC(=CC1)CC=C)OC O-nonyl-eugenol